(E)-1-(4-bromo-3-fluoro-2-thienyl)-N-propyl-methanimine BrC=1C(=C(SC1)\C=N\CCC)F